BrC1=C(C=C2C(=C(N=NC2=C1)C1=C(C=CC=C1F)Cl)C(C)C)F 7-bromo-3-(2-chloro-6-fluorophenyl)-6-fluoro-4-isopropylcinnolin